FC(C1=NN=C(O1)C=1C=CC(=NC1)CN1C(N(C2=C1C=C(C(=C2)C=2C(=NOC2C)C)F)C)=O)F 1-((5-(5-(difluoromethyl)-1,3,4-oxadiazol-2-yl)pyridin-2-yl)methyl)-5-(3,5-dimethylisoxazol-4-yl)-6-fluoro-3-methyl-1,3-dihydro-2H-benzo[d]imidazol-2-one